(4-{3-[4-(3-{4-chloro-3-cyclopropyl-1H-pyrrolo[2,3-b]pyridin-3-yl}phenyl)-3-oxopiperazin-1-yl]propyl}piperazin-1-yl)-2-(2,6-dioxopiperidin-3-yl)-6-fluoroisoindole-1,3-dione ClC1=C2C(=NC=C1)NCC2(C2CC2)C=2C=C(C=CC2)N2C(CN(CC2)CCCN2CCN(CC2)C2=C1C(N(C(C1=CC(=C2)F)=O)C2C(NC(CC2)=O)=O)=O)=O